ethyl 2-(2-cyclopentylthiazol-4-yl)propanoate C1(CCCC1)C=1SC=C(N1)C(C(=O)OCC)C